2-((1r,4r)-4-hydroxycyclohexylamino)-4-(t-pentylamino)pyrimidine-5-carbonitrile OC1CCC(CC1)NC1=NC=C(C(=N1)NC(C)(C)CC)C#N